CC1(CC2=C(N=C(O2)C2=CC=CC=C2)[C@H](C1)O)C (S)-6,6-dimethyl-2-phenyl-4,5,6,7-tetrahydrobenzo[d]Oxazol-4-ol